C[C@H]1NCC=2N(C1)N=C(C2C2=CC=NC=C2)C=2C=C(C#N)C=CC2 3-[(6R)-6-methyl-3-(pyridin-4-yl)-4,5,6,7-tetrahydropyrazolo[1,5-a]pyrazin-2-yl]benzonitrile